4-methyl-3-(4,4,5,5-tetramethyl-1,3,2-dioxaborolan-2-yl)-2H-pyrazole CC1=C(NN=C1)B1OC(C(O1)(C)C)(C)C